N1(CCCC1)[NH-] N-Pyrrolidinyl-Amide